2-BROMO-2-NITROPROPANE-1,3-DIOL BrC(CO)(CO)[N+](=O)[O-]